3-bromo-5-((1-meth-oxy-3-methyl-1-oxo-butan-2-ylimino)meth-yl)phenyl 4-methyl-benzoate CC1=CC=C(C(=O)OC2=CC(=CC(=C2)C=NC(C(=O)OC)C(C)C)Br)C=C1